(S)-5-bromo-1-(1-(tert-butoxycarbonyl) pyrrolidin-3-yl)-1H-indazole-3-carboxylate BrC=1C=C2C(=NN(C2=CC1)[C@@H]1CN(CC1)C(=O)OC(C)(C)C)C(=O)[O-]